(S)-N-(8,9-difluoro-6-oxo-1,4,5,6-tetrahydro-2H-pyrano[3,4-c]isoquinolin-1-yl)-N-methylquinoline-7-carboxamide FC=1C(=CC=2C3=C(NC(C2C1)=O)COC[C@H]3N(C(=O)C3=CC=C1C=CC=NC1=C3)C)F